The molecule is a pentacarboxylic acid anion. It is a conjugate base of a pentetic acid. It is a conjugate acid of a pentetate(2-). C(CN(CC(=O)O)CC(=O)O)N(CCN(CC(=O)O)CC(=O)O)CC(=O)[O-]